6,6-dimethyl-3-aza-bicyclo[3.1.0]hexane hydrochloride Cl.CC1(C2CNCC12)C